FC(C1CC(C1)CN1N=C(N=C1)C(=O)OC)(F)F methyl 1-((3-(trifluoromethyl) cyclobutyl) methyl)-1H-1,2,4-triazole-3-carboxylate